N-[3-[2-(difluoromethoxy)-5-isopropylsulfanyl-phenyl]-1-[2-[4-(4-methylpiperazine-1-carbonyl)-1-piperidyl]-2-oxo-ethyl]pyrazol-4-yl]pyrazolo[1,5-a]pyrimidine-3-carboxamide FC(OC1=C(C=C(C=C1)SC(C)C)C1=NN(C=C1NC(=O)C=1C=NN2C1N=CC=C2)CC(=O)N2CCC(CC2)C(=O)N2CCN(CC2)C)F